4-(benzyloxy)-6-fluoroindole-2-carboxylic acid C(C1=CC=CC=C1)OC1=C2C=C(NC2=CC(=C1)F)C(=O)O